COP(=O)(OC1CCSC1)OC 4-dimethoxyphosphinyloxytetrahydrothiophene